C1(CC1)CNC=1C2=C(N=C(N1)C1=C(C(=CC(=C1Cl)OC)OC)Cl)C=NC(=C2)N[C@H]2[C@H](COC2)NC(C=C)=O N-((3R,4S)-4-((4-((cyclopropylmethyl)amino)-2-(2,6-dichloro-3,5-dimethoxy-phenyl)pyrido[3,4-d]pyrimidin-6-yl)amino)tetrahydrofuran-3-yl)acrylamide